6,7-difluoro-2,2-dimethylchroman-4-one FC=1C=C2C(CC(OC2=CC1F)(C)C)=O